1-ethyl-1-methylpropylene C(C)C(=CC)C